2-acrylamido-N-(5-(3,5-dimethoxyphenethyl)-1H-pyrazol-3-yl)-5-methoxybenzamide C(C=C)(=O)NC1=C(C(=O)NC2=NNC(=C2)CCC2=CC(=CC(=C2)OC)OC)C=C(C=C1)OC